tert-butyl(cyclopentyl)phosphane C(C)(C)(C)PC1CCCC1